3-(1-(1H-imidazole-1-carbonyl)azepan-4-yl)quinolin-2(1H)-one N1(C=NC=C1)C(=O)N1CCC(CCC1)C=1C(NC2=CC=CC=C2C1)=O